5-norbornenecarboxylic acid C12C=CC(C(C1)C(=O)O)C2